NC1=CC=C(C=C1)C1=CC=C(C=C1)NC(CCCCCC#CC1=C2CN(C(C2=CC=C1)=O)C1C(NC(CC1)=O)=O)=O N-(4'-Amino-[1,1'-biphenyl]-4-yl)-8-(2-(2,6-dioxopiperidin-3-yl)-1-oxoisoindolin-4-yl)oct-7-ynamide